C(#N)C=1N=C2N(C(=NC=C2C=2N(N=CC2)CCN(C)C)N(C(OC(C)(C)C)=O)CC2=C(C=CC3=C2CCO3)F)C1 tert-butyl N-[2-cyano-8-[2-[2-(dimethylamino)ethyl]pyrazol-3-yl]imidazo[1,2-c]pyrimidin-5-yl]-N-[(5-fluoro-2,3-dihydrobenzofuran-4-yl)methyl]carbamate